CC=1NC=2C=CC=C(C2C1)C(=O)N 2-methyl-1H-indole-4-carboxamide